(R)-N-(3-fluoro-4-((3-((2-hydroxy-1-phenylethyl)amino)-1H-pyrazolo[3,4-b]pyridin-4-yl)oxy)phenyl)-2-(4-fluorophenyl)-3-oxo-2,3-dihydropyridazine-4-carboxamide FC=1C=C(C=CC1OC1=C2C(=NC=C1)NN=C2N[C@@H](CO)C2=CC=CC=C2)NC(=O)C=2C(N(N=CC2)C2=CC=C(C=C2)F)=O